6-((3S,4S)-4-Amino-3-methyl-2-oxa-8-azaspiro[4.5]decan-8-yl)-3-(Ra)-(2,3-dichloro-4-((1-methyl-1H-pyrazol-3-yl)oxy)phenyl)-2-methylpyrimidin-4(3H)-one TFA salt OC(=O)C(F)(F)F.N[C@@H]1[C@@H](OCC12CCN(CC2)C2=CC(N(C(=N2)C)C2=C(C(=C(C=C2)OC2=NN(C=C2)C)Cl)Cl)=O)C